methyl-2,7-diazaspiro[3.5]nonan CC1NCC12CCNCC2